IC1=C(C=C2CCCC2=C1)N 6-iodo-2,3-dihydro-1H-indene-5-amine